Butanoic acid (Z)-3-hexenyl ester C(C\C=C/CC)OC(CCC)=O